(2R)-1-{[5-(trifluoromethyl)-1,2,4-triazin-3-yl]amino}propan-2-ol iridium [Ir].FC(C=1N=C(N=NC1)NC[C@@H](C)O)(F)F